ClC=1C(=C(C=2C(=C(SN2)N2CCN(CC2)C(C=C)=O)C1)F)C1=C2C=CC=NC2=CC(=C1)O 1-(4-(5-Chloro-7-fluoro-6-(7-hydroxy-5-quinolinyl)-2,1-benzothiazol-3-yl)-1-piperazinyl)-2-propen-1-one